[N]1C=2N(CCC1)C=CC2 3,4-dihydro-2H-1Lambda2-pyrrolo[2,1-b]Pyrimidine